C(C=C)(=O)N1C[C@@H](CCC1)N1N=C(C=2C1=NC=NC2N)C2=CC=C(C1=C2OCO1)NC(C1=CC=CC=C1)=O (R)-N-(7-(1-(1-acryloylpiperidin-3-yl)-4-amino-1H-pyrazolo[3,4-d]pyrimidin-3-yl)benzo[d][1,3]dioxol-4-yl)benzamide